Pyrazolo[1,5-a]Quinazoline-5-amine N1=CC=C2N1C1=CC=CC=C1C(=N2)N